3-(((9-isopropyl-2-(3-morpholinophenyl)-9H-purin-6-yl)amino)methyl)-4,6-dimethylpyridin-2(1H)-one C(C)(C)N1C2=NC(=NC(=C2N=C1)NCC=1C(NC(=CC1C)C)=O)C1=CC(=CC=C1)N1CCOCC1